2,7-dihydroxy-9,9-bis(4-aminophenyl)fluorene OC1=CC=2C(C3=CC(=CC=C3C2C=C1)O)(C1=CC=C(C=C1)N)C1=CC=C(C=C1)N